[2-chloro-3-[(2-chlorophenyl)carbamothioylamino]phenyl]boronic acid ClC1=C(C=CC=C1NC(NC1=C(C=CC=C1)Cl)=S)B(O)O